OCC1=C(C=CC=C1)SC1=C(CC2=C(C(=O)N)C=CC=C2)C=CC=C1 2-(2-(hydroxymethyl-phenylsulfanyl)-benzyl)-benzamide